N-(6-(4-chlorophenyl)thiazolo[4,5-b]pyrazin-2-yl)-3-(2-methoxyphenyl)pyridine-4-carboxamide ClC1=CC=C(C=C1)C=1N=C2C(=NC1)N=C(S2)NC(=O)C2=C(C=NC=C2)C2=C(C=CC=C2)OC